(7S)-3-(1,1-Dioxo-1λ6-thian-4-yl)-7-methyl-2-[2-(1H-pyrazol-1-yl)ethyl]-3H,6H,7H,8H,9H-imidazo[4,5-f]chinolin O=S1(CCC(CC1)N1C(=NC2=C3CC[C@@H](NC3=CC=C21)C)CCN2N=CC=C2)=O